ytterbium(III) tri-fluoromethanesulfonate FC(S(=O)(=O)[O-])(F)F.[Yb+3].FC(S(=O)(=O)[O-])(F)F.FC(S(=O)(=O)[O-])(F)F